3-(6-(1-(4-Acetylbenzyl)piperidin-4-yl)-3-oxo-1,3-dihydro-2H-indazol-2-yl)piperidine-2,6-dione C(C)(=O)C1=CC=C(CN2CCC(CC2)C2=CC=C3C(N(NC3=C2)C2C(NC(CC2)=O)=O)=O)C=C1